4-((3-(trifluoromethyl)pyridin-2-yl)oxy)piperidine-1-carboxylic acid tert-butyl ester C(C)(C)(C)OC(=O)N1CCC(CC1)OC1=NC=CC=C1C(F)(F)F